[O-2].[O-2].C(=O)(O)[Ce+4] carboxyl-cerium dioxide